N-(5-(4-(4-(((3S,4R)-3-hydroxy-4-methoxypyrrolidin-1-yl)methyl)-3-methyl-1H-pyrazol-1-yl)-5-methylpyrimidin-2-ylamino)-4-methoxy-2-morpholinophenyl)acrylamide O[C@H]1CN(C[C@H]1OC)CC=1C(=NN(C1)C1=NC(=NC=C1C)NC=1C(=CC(=C(C1)NC(C=C)=O)N1CCOCC1)OC)C